N-{(6S,7aS)-2-[4-(2,6-difluorophenyl)-5-fluoro-1,2-benzoxazol-3-yl]-3-oxohexahydro-1H-pyrrolo[1,2-c]imidazol-6-yl}ethanesulfonamide FC1=C(C(=CC=C1)F)C1=C(C=CC2=C1C(=NO2)N2C(N1[C@H](C2)C[C@@H](C1)NS(=O)(=O)CC)=O)F